Triethylmethyl-titanium C(C)[Ti](C)(CC)CC